tert-butyl 1-(5-chloro-2-((1-ethyl-1H-pyrazol-4-yl) amino)-7H-pyrrolo[2,3-d]pyrimidin-4-yl)-1,6-diazaspiro[3.5]nonane-6-carboxylate ClC1=CNC=2N=C(N=C(C21)N2CCC21CN(CCC1)C(=O)OC(C)(C)C)NC=1C=NN(C1)CC